(E)-2-(5-(1-((tert-butylsulfinyl)imino)ethyl)thiophen-3-yl)acetamide C(C)(C)(C)S(=O)\N=C(/C)\C1=CC(=CS1)CC(=O)N